BrC1=C(C=C(C(=O)OC)C=C1)S(NC1=C(C=CC(=C1)C(F)(F)F)NC(=O)OC(C)(C)C)(=O)=O methyl 4-bromo-3-(N-(2-((tert-butoxycarbonyl)amino)-5-(trifluoromethyl)phenyl)sulfamoyl)benzoate